C(C)(=O)C1=CC(=C2C=C(C=CN12)OCC1=CC=CC=C1)C(=O)NC1=C(C(=CC(=C1)COC1OCCCC1)C=1C=NN(C1)C1CC1)F 3-acetyl-7-(benzyloxy)-N-(3-(1-cyclopropyl-1H-pyrazol-4-yl)-2-fluoro-5-(((tetrahydro-2H-pyran-2-yl)oxy)methyl)phenyl)indolizine-1-carboxamide